2-((5-bromopyrimidin-2-yl)amino)-4-((3,3-difluoropropyl)(4-(5,6,7,8-tetrahydro-1,8-naphthyridin-2-yl)butyl)amino)butanoic acid BrC=1C=NC(=NC1)NC(C(=O)O)CCN(CCCCC1=NC=2NCCCC2C=C1)CCC(F)F